FC1=C(C(=CC=C1[N+](=O)[O-])F)COC=1C=C2C(=NC1)N(N=C2)COCC[Si](C)(C)C 5-[(2,6-difluoro-3-nitrophenyl)methoxy]-1-[[2-(trimethylsilyl)ethoxy]methyl]pyrazolo[3,4-b]pyridine